C(#C)C1=CC=C(C=C1)CNC(OC(C)(C)C)=O tert-butyl N-[(4-ethynylphenyl)methyl]carbamate